(2S,4S)-2-(((2-fluoro-4-iodopyridin-3-yl)oxy)methyl)-4-(methoxymethyl)pyrrolidine-1-carboxylic acid tert-butyl ester C(C)(C)(C)OC(=O)N1[C@@H](C[C@@H](C1)COC)COC=1C(=NC=CC1I)F